N[C@H](C(=O)O)CCC#N L-2-amino-4-cyano-butyric acid